(R)-2-(6-(3-fluoropyrrolidin-1-yl)pyridin-3-yl)-5-(2-methylthiazol-5-yl)-4,5-dihydro-6H-imidazo[1,5-b]pyrazol-6-one F[C@H]1CN(CC1)C1=CC=C(C=N1)C=1C=C2N(N1)C(N(C2)C2=CN=C(S2)C)=O